bis[(3-triethoxysilylpropoxy)-2-hydroxypropoxy] oxide C(C)O[Si](CCCOCC(COOOCC(COCCC[Si](OCC)(OCC)OCC)O)O)(OCC)OCC